FC1=C(C(=CC=C1)F)N1C(C(N=CC2=C1C=CC=C2)C)=S 2,6-difluorophenyl-3-methyl-1,3-dihydro-1,4-benzodiazepine-2-thione